N-(4,5-Dimethoxy-2-((4-(2-(((5-(2-methoxyethoxy)pyridin-3-yl)methyl)((1-methyl-1H-indazol-5-yl)methyl)amino)ethyl)phenyl)carbamoyl)phenyl)-6-methyl-4-oxo-4H-chromene-2-carboxamide COC1=CC(=C(C=C1OC)NC(=O)C=1OC2=CC=C(C=C2C(C1)=O)C)C(NC1=CC=C(C=C1)CCN(CC=1C=C2C=NN(C2=CC1)C)CC=1C=NC=C(C1)OCCOC)=O